C(C)(C)(C)OC(=O)N1CCN(CC1)C=1C=C2C(CN(C(C2=CC1)=O)C1C(NC(CC1)=O)=O)=C 4-[2-(2,6-dioxopiperidin-3-yl)-4-methylene-1-oxo-1,2,3,4-tetrahydroisoquinolin-6-yl]Piperazine-1-carboxylic acid tert-butyl ester